ClC=1C(=C(C=CC1)NS(=O)(=O)C=1SC(=CC1)S(=O)(=O)N)N1CCC(CC1)(C)C N2-[3-chloro-2-(4,4-dimethyl-1-piperidyl)phenyl]thiophene-2,5-disulfonamide